N3,N3'-(5-Amino-3-iminopyridin-2,6(1H,3H)diyliden)bis{6,7-dimethyl-N2-[3-(4-methylpiperazin-1-yl)propyl]pyrazolo[1,5-a]pyridin-2,3-diamin} NC1=CC(C(NC1=NC=1C(=NN2C1C=CC(=C2C)C)NCCCN2CCN(CC2)C)=NC=2C(=NN1C2C=CC(=C1C)C)NCCCN1CCN(CC1)C)=N